toluidine HCl salt Cl.NC=1C(=CC=CC1)C